5-bromo-3-chloro-4-fluoro-2-methyl-2H-indazole BrC1=C(C2=C(N(N=C2C=C1)C)Cl)F